ClC1=C(C=O)C(=CC(=C1)C)Cl 2,6-dichloro-4-methylbenzaldehyde